CN1C(NC2=C1C(=CC=C2)C2CN(CCC21CCNCC1)C(=O)O)=O (3-methyl-2-oxo-1H-benzimidazol-4-yl)-3,9-diazaspiro[5.5]Undecane-3-carboxylic acid